2-amino-4-(4-(tert-butoxycarbonyl)piperazin-1-yl)-6-fluorobenzoic acid NC1=C(C(=O)O)C(=CC(=C1)N1CCN(CC1)C(=O)OC(C)(C)C)F